N-(5-((2,3-Dihydrospiro[indene-1,3'-piperidin]-1'-yl)methyl)thiazol-2-yl)acetamide N1(CC2(CCC1)CCC1=CC=CC=C12)CC1=CN=C(S1)NC(C)=O